3-chloro-4-methoxyphenylamine ClC=1C=C(C=CC1OC)N